2-butyloctyl 3-ethyl-12-hexyl-6-(2-(octanoyloxy)ethyl)-10-oxo-9,11-dioxa-3,6-diazahenicosane-21-oate C(C)N(CC)CCN(CCOC(OC(CCCCCCCCC(=O)OCC(CCCCCC)CCCC)CCCCCC)=O)CCOC(CCCCCCC)=O